N-((6-(4-hydroxybenzyl)pyridin-3-yl)methyl)-11-oxo-10,11-dihydrodibenzo[b,f][1,4]oxazepine-8-carboxamide OC1=CC=C(CC2=CC=C(C=N2)CNC(=O)C2=CC3=C(OC4=C(C(N3)=O)C=CC=C4)C=C2)C=C1